CC=1C=C(C=CC1OC1=CC=2N(C=C1)N=CN2)NC=2C1=C(N=CN2)C=CC(=N1)N1C(C(CC1)=C)=O 1-{4-[(3-methyl-4-{[1,2,4]triazolo[1,5-a]pyridin-7-yloxy}phenyl)amino]pyrido[3,2-d]pyrimidin-6-yl}-3-methylidenepyrrolidin-2-one